((1s,3s)-3-(2-((4-(N-(tert-butoxycarbonyl)sulfamoyl)phenyl)amino)pyrimidin-5-yl)cyclobutyl)methyl methanesulfonate CS(=O)(=O)OCC1CC(C1)C=1C=NC(=NC1)NC1=CC=C(C=C1)S(NC(=O)OC(C)(C)C)(=O)=O